ClC(COC(NOC(CCC1CCCCC1)=O)=O)(Cl)Cl.CN(CCC)C 3-(dimethylamino)propan 2,2,2-trichloroethyl-((3-cyclohexylpropanoyl)oxy)carbamate